2-morpholin-4-yl-6-thianthren-1-ylpyran-4-one N1(CCOCC1)C=1OC(=CC(C1)=O)C1=CC=CC=2SC3=CC=CC=C3SC12